ClC1=C(CN2CC3(CN(C3)[C@@H]3[C@H](CCCC3)CC=3C=C4CN(C(C4=CC3)=O)C3C(NC(CC3)=O)=O)C2)C=CC=C1 3-(5-(((1R,2S)-2-(6-(2-chlorobenzyl)-2,6-diazaspiro[3.3]heptan-2-yl)cyclohexyl)methyl)-1-oxoisoindolin-2-yl)piperidine-2,6-dione